COC=1C=C(CC2=CN=C(S2)N)C=CC1 5-(3-methoxybenzyl)thiazol-2-amine